2-normal butylpyridine C(CCC)C1=NC=CC=C1